CC1=C(C=C(C=C1)NC(=O)N1C[C@@H](CC1)CC(F)(F)F)C1=CC(=NC(=C1)N[C@H]1COCC1)N1CCOCC1 (S)-N-(4-methyl-3-(2-morpholino-6-(((R)-tetrahydrofuran-3-yl)amino)pyridin-4-yl)phenyl)-3-(2,2,2-trifluoroethyl)pyrrolidine-1-carboxamide